Sodium (S)-5-(1-(2-(6-fluoro-1H-indole-3-carbonyl)thiazol-4-yl)propoxy)-5-oxopentanoate FC1=CC=C2C(=CNC2=C1)C(=O)C=1SC=C(N1)[C@H](CC)OC(CCCC(=O)[O-])=O.[Na+]